3-((1H-indazol-4-yl)methyl)-7-(1-(2-fluorophenyl)ethyl)-5-methyl-3,5-dihydro-4H-pyridazino[4,5-b]indol-4-one N1N=CC2=C(C=CC=C12)CN1N=CC2=C(N(C=3C=C(C=CC23)C(C)C2=C(C=CC=C2)F)C)C1=O